tert-butyl (2s)-2-methylpiperazine-1-carboxylate C[C@@H]1N(CCNC1)C(=O)OC(C)(C)C